CC1OC2=C(C(N1)=O)C=C(C=C2)[N+](=O)[O-] 2-methyl-6-nitro-2H-benzo[e][1,3]oxazin-4(3H)-one